N-(7-ethyl-1-hydroxy-3H-2,1-benzoxaborol-5-yl)-N-[4-(1-ethylpropylamino)-5-methyl-pyrimidin-2-yl]-1,1,1-trifluoro-methanesulfonamide C(C)C1=CC(=CC=2COB(C21)O)N(S(=O)(=O)C(F)(F)F)C2=NC=C(C(=N2)NC(CC)CC)C